(1S,2R/S,3R,4R,5R)-1-hydroxy-2-deoxy-2-trifluoromethyl-3,4,6-trimethyl-galactose OC(=O)[C@@H]([C@@](O)([C@](O)([C@H](O)C(O)C)C)C)C(F)(F)F |&1:3|